C[C@H]1N([C@H](CNC1)C)CC1CCN(CC1)C(=O)OCC1=CC=CC=C1 benzyl 4-[[(2R,6S)-2,6-dimethylpiperazin-1-yl]methyl]piperidine-1-carboxylate